N(/N)=C\1/NC(C2=C(N1CCCCC)C=CN2)=O (e)-2-hydrazono-1-pentyl-2,3-dihydro-1H-pyrrolo[3,2-d]pyrimidin-4(5H)-one